N-[(1R)-1-[3-amino-5-(trifluoromethyl)phenyl]ethyl]-1-[3-(morpholin-4-yl)phenyl]-6-oxo-1,6-dihydropyridine-3-carboxamide NC=1C=C(C=C(C1)C(F)(F)F)[C@@H](C)NC(=O)C1=CN(C(C=C1)=O)C1=CC(=CC=C1)N1CCOCC1